N-(2-([1,4'-bipiperidin]-4-yl)-6-(2-hydroxypropan-2-yl)-2H-indazol-5-yl)-6-(trifluoromethyl)picolinamide N1(CCC(CC1)N1N=C2C=C(C(=CC2=C1)NC(C1=NC(=CC=C1)C(F)(F)F)=O)C(C)(C)O)C1CCNCC1